benzyl-(4-hydroxyphenyl)methylsulfonium trifluoromethanesulfonate FC(S(=O)(=O)[O-])(F)F.C(C1=CC=CC=C1)[SH+]CC1=CC=C(C=C1)O